C(CCC)OC(C1CCNCC1)OCCCC 4-(dibutoxymethyl)piperidine